NC1=NC2=NC=NC3=NC=NC(=N1)N32 8-amino-1,3,4,6,7,9,9b-heptaazaphenalene